ClC=1C=C2C(=NC1)NC=C2/C=C(/C(=O)NCC2=CC=C(C=C2)F)\C#N (E)-3-(5-chloro-1H-pyrrolo[2,3-b]pyridin-3-yl)-2-cyano-N-(4-fluorobenzyl)acrylamide